5-bromo-7-(2-fluoro-4-(trifluoromethoxy)phenyl)-2,3-dihydrobenzofuran-4-carboxylic acid methyl ester COC(=O)C=1C(=CC(=C2C1CCO2)C2=C(C=C(C=C2)OC(F)(F)F)F)Br